ClC=1SC=2[C@H](N(CCC2N1)C(=O)OC(C)(C)C)C (R)-tert-butyl 2-chloro-4-methyl-6,7-dihydrothiazolo[5,4-c]pyridine-5(4H)-carboxylate